O1C(COCC1)COC=1C=NC=CC1C1=C(C=2C(NCCC2N1)=O)NC1=C(C(=CC=C1)F)OC 2-{3-[(1,4-Dioxan-2-yl)methoxy]pyridin-4-yl}-3-(3-fluoro-2-methoxyanilino)-1,5,6,7-tetrahydro-4H-pyrrolo[3,2-c]pyridin-4-one